Allyl 3-O-benzyl-2-deoxy-2-{[(2,2,2-trichloroethoxy) carbonyl] amino}-α-D-glucopyranoside C(C1=CC=CC=C1)O[C@@H]1[C@H]([C@@H](OCC=C)O[C@@H]([C@H]1O)CO)NC(=O)OCC(Cl)(Cl)Cl